ClCC1=C(C=CC(=C1)OC)OC([2H])([2H])[2H] 2-(chloromethyl)-4-methoxy-1-(methoxy-d3)benzene